C(C(C)C)(=O)OCC1=CC=C(C=C1)S(=O)(=O)C 4-(methylsulfonyl)benzyl isobutyrate